C1(CC1)NC(=O)C=1C=C(C2=C([C@H](CO2)C2=CC(=CC=C2)OC)C1)C(=O)NC |r| (+/-)-N5-Cyclopropyl-3-(3-methoxyphenyl)-N7-methyl-2,3-dihydrobenzofuran-5,7-dicarboxamid